C(C)[C@@H](COC(CCS(=O)(=O)C1=C(C=C(C=C1)C)O[C@H]1[C@@H](CCCC1)CCO[Si](C1=CC=CC=C1)(C1=CC=CC=C1)C(C)(C)C)=O)CCCC.FC1=C(C(=CC(=C1)F)F)OC |&1:2,o1:19,20| 2,4,6-trifluoroanisole (RS)-2-ethylhexyl-3-((2-(((1R*,2S*)-2-(2-((tert-butyldiphenylsilyl)oxy)ethyl)cyclohexyl)oxy)-4-methylphenyl)sulfonyl)propanoate